The molecule is a lignan with a dibenzocyclooctadiene skeleton isolated from Kadsura ananosma. It has a role as a plant metabolite. It is an acetate ester, an aromatic ether, a lignan, an organic heterotetracyclic compound, an oxacycle and a propanoate ester. CCC(=O)O[C@@H]1[C@@H]([C@@H]([C@H](C2=CC(=C(C(=C2C3=C(C4=C(C=C13)OCO4)OC)OC)OC)OC)OC(=O)C)C)C